BrC1=C2C=C(C=NC2=CN=C1)C=O 5-bromo-1,7-naphthyridine-3-formaldehyde